CCCCCCC/C=C/CCCCCCCC(=O)O 9E-Heptadecenoic Acid